6-(4,4,5,5-tetramethyl-1,3,2-dioxaborolan-2-yl)-N-(m-methylphenyl)-1-naphthalenecarboxamide CC1(OB(OC1(C)C)C=1C=C2C=CC=C(C2=CC1)C(=O)NC1=CC(=CC=C1)C)C